C(C)(C)(C)C1=CC=C(C=C1)[I+]C1=CC=C(C=C1)C(C)(C)C.CC1=CC=C(C=C1)S(=O)(=O)[O-] p-toluenesulfonic acid bis(4-tert-butylphenyl)iodonium salt